FC1=C(C=C(C=C1)F)[C@@H]1N(CCC1)C1=NC=2N(C=C1)N=CC2N2N=CC(=C2)S(=O)(=O)C (R)-5-(2-(2,5-difluorophenyl)pyrrolidin-1-yl)-3-(4-(methylsulfonyl)-1H-pyrazol-1-yl)pyrazolo[1,5-a]pyrimidine